3-styryl-5,6-dihydro-4H-furo[2,3-b]pyran-2(7aH)-one C(=CC1=CC=CC=C1)C=1C(OC2OCCCC21)=O